glycidoxytrimethylsilane Cobalt(II) isopropoxid CC([O-])C.[Co+2].C(C1CO1)O[Si](C)(C)C.CC([O-])C